C(C)(C)(C)OC(N(O)[C@@H](CCO)C1=CC(=C(C(=C1)F)C)C#N)=O N-[(1S)-1-(3-cyano-5-fluoro-4-methyl-phenyl)-3-hydroxy-propyl]-N-hydroxy-carbamic acid tert-butyl ester